COC(C(C)(C)C1=CC=C(C=C1)CCCBr)=O (4-(3-bromopropyl)phenyl)-2-methylpropanoic acid methyl ester